(R)-3-chloro-N-(1-(6,7-difluoro-1-oxo-1,2-dihydroisoquinolin-4-yl)ethyl)-N-(3-hydroxypropyl)-1H-indole-2-carboxamide ClC1=C(NC2=CC=CC=C12)C(=O)N(CCCO)[C@H](C)C1=CNC(C2=CC(=C(C=C12)F)F)=O